C(C1=C(N=C(O1)C1=C(C(=C(C(=C1[2H])[2H])[2H])[2H])[2H])CC(=O)OC)([2H])([2H])[2H] methyl 2-(5-(methyl-d3)-2-(phenyl-d5)oxazol-4-yl)acetate